CN(C(=O)/C(/C(=O)O)=C\C=1SC=CN1)C (E)-2-(dimethylcarbamoyl)-3-(thiazol-2-yl)acrylic acid